O=C1NC(CCC1N1C(C2=CC=C(C=C2C1=O)NCCCCCCN1N=CC=C1C1=NC2=CC=CC=C2N=C1)=O)=O 2-(2,6-dioxopiperidin-3-yl)-5-((6-(5-(quinoxalin-2-yl)-1H-pyrazol-1-yl)hexyl)amino)isoindoline-1,3-dione